1-(2,2-diethoxyethyl)-1H-indole C(C)OC(CN1C=CC2=CC=CC=C12)OCC